ClC1=CC=C(C(=N1)C(=O)O)N[C@H](C)C1=C2C=C(C(=NC2=CC(=C1)C)C=1C(=NOC1C)C)C1=CC=C(C=C1)OC (R)-6-chloro-3-((1-(2-(3,5-dimethylisoxazol-4-yl)-3-(4-methoxyphenyl)-7-methylquinolin-5-yl)ethyl)amino)picolinic acid